sodium p-hydroxybenzoate diacetate C(C)(=O)[O-].C(C)(=O)O.OC1=CC=C(C(=O)O)C=C1.[Na+]